N=1N(N=CC1)C(C)(C)C1=NN(C(=C1)NC=1N=CC2=C(N1)NC=C2C(F)(F)F)C2CC2 N-(3-(2-(2H-1,2,3-triazol-2-yl)propan-2-yl)-1-cyclopropyl-1H-pyrazol-5-yl)-5-(trifluoromethyl)-7H-pyrrolo[2,3-d]pyrimidin-2-amine